C(C)(C)(C)OC(=O)N1[C@@H]2CN([C@H](C1)C2)S(=O)(=O)C (1S,4S)-2-methanesulfonyl-2,5-diazabicyclo[2.2.1]heptane-5-carboxylic acid tert-butyl ester